(3-((4-(3,3-dimethylbutanoyl)-3-hydroxy-2-methylphenoxy)methyl)phenyl)boronic acid CC(CC(=O)C1=C(C(=C(OCC=2C=C(C=CC2)B(O)O)C=C1)C)O)(C)C